BrC1=C(C=C2C(=C(C(=NC2=C1F)SC)[N+](=O)[O-])N[C@H]1[C@H]2CN([C@@H]1C2)C(=O)OC(C)(C)C)I tert-butyl (1r,4r,5s)-5-((7-bromo-8-fluoro-6-iodo-2-(methylsulfanyl)-3-nitroquinolin-4-yl) amino)-2-azabicyclo[2.1.1]hexane-2-carboxylate